NC1=NC=CC2=C(C=CC=C12)C=1C=C2C(CC3(CCN(CC3)C(=O)OC)C2=CC1)OC1=C(C=CC=C1)CC(=O)OCC methyl 5-(1-aminoisoquinolin-5-yl)-3-(2-(2-ethoxy-2-oxoethyl) phenoxy)-2,3-dihydrospiro[indene-1,4'-piperidine]-1'-carboxylate